5-fluoro-1,3-dimethyl-1H-pyrazole-4-carboxylic acid [2-(1,2-dimethyl-propyl)-phenyl]-amide CC(C(C)C)C1=C(C=CC=C1)NC(=O)C=1C(=NN(C1F)C)C